ClC1=CC2=C(N=N1)CN(CC2)C(=O)C2CCOCC2 (3-chloro-5,8-dihydropyrido[3,4-c]pyridazin-7(6H)-yl)(tetrahydro-2H-pyran-4-yl)methanone